4-(2,4-Dichlorobenzoyl)-1-methyl-5-benzyl-oxypyrazol ClC1=C(C(=O)C=2C=NN(C2OCC2=CC=CC=C2)C)C=CC(=C1)Cl